N-(1-(2,3-difluorophenyl)-1,2,3,4-tetrahydroquinolin-3-yl)acrylamide FC1=C(C=CC=C1F)N1CC(CC2=CC=CC=C12)NC(C=C)=O